2-(2,3,4,5-tetrakis(3-(tert-butyl)-9H-carbazol-9-yl)-6-(pyridin-2-yl)phenyl)benzo[d]thiazole C(C)(C)(C)C=1C=CC=2N(C3=CC=CC=C3C2C1)C1=C(C(=C(C(=C1N1C2=CC=CC=C2C=2C=C(C=CC12)C(C)(C)C)N1C2=CC=CC=C2C=2C=C(C=CC12)C(C)(C)C)N1C2=CC=CC=C2C=2C=C(C=CC12)C(C)(C)C)C1=NC=CC=C1)C=1SC2=C(N1)C=CC=C2